2-Amino-N-{1-[8-chloro-5-(1H-pyrazol-4-yl)imidazo[1,5-a]pyridin-6-yl]ethyl}pyrazolo[1,5-a]pyrimidine-3-carboxamide trifluoroacetate salt FC(C(=O)O)(F)F.NC1=NN2C(N=CC=C2)=C1C(=O)NC(C)C=1C=C(C=2N(C1C=1C=NNC1)C=NC2)Cl